NC1=C(C(=O)NC(C)C)C=C(C=N1)C1=C(C=C(C=C1)NC(C1=CC=CC=C1)=O)C 2-amino-5-(4-benzamido-2-methylphenyl)-N-isopropylnicotinamide